FC1(CCN(CC1)C(=O)C=1C=NC2=C(C=CC=C2C1)C=1C=C2C=CN(C(C2=CN1)=O)C)F 6-[3-(4,4-difluoropiperidine-1-carbonyl)-8-quinolyl]-2-methyl-2,7-naphthyridin-1-one